6-[5-[(2S)-2-[(tert-butoxycarbonyl)amino]-4-carbamoylbutoxy]-2-methylphenyl]hexanoic acid C(C)(C)(C)OC(=O)N[C@H](COC=1C=CC(=C(C1)CCCCCC(=O)O)C)CCC(N)=O